4-Nitrobenzyl-5-fluoro-2,4-dioxo-3,4-dihydropyrimidine [N+](=O)([O-])C1=CC=C(CN2C(NC=C(C2=O)F)=O)C=C1